2-oxiraneethanol O1C(C1)CCO